N=1C=CN2C1CN(CC2)CC21CC(C2)(C1)CNC([O-])=O [[3-(6,8-dihydro-5H-imidazo[1,2-a]pyrazin-7-ylmethyl)-1-bicyclo[1.1.1]pentanyl]methyl]carbamate